CC1=NC(=NC=2N(C(C(NC12)=O)C)C)NCC=1C=NN(C1)C(=O)[O-] 4-(((4,7,8-trimethyl-6-oxo-5,6,7,8-tetrahydropteridin-2-yl) amino) methyl)-1H-pyrazole-1-carboxylate